4-acetylconiferyl dihydroferulate C(CCC1=CC(OC)=C(O)C=C1)(=O)OC\C=C\C1=CC(OC)C(O)(C=C1)C(C)=O